4-(4-Acryloylpiperazin-1-yl)-7-(2-amino-7-fluorobenzo[d]thiazol-4-yl)-6-chloro-2-(3-(1-(Dimethylamino)ethyl)phenyl)-8-fluoroquinoline-3-carbonitrile C(C=C)(=O)N1CCN(CC1)C1=C(C(=NC2=C(C(=C(C=C12)Cl)C1=CC=C(C2=C1N=C(S2)N)F)F)C2=CC(=CC=C2)C(C)N(C)C)C#N